FC1=NC(=C2N=CN(C2=N1)C1OCC1)NCC1=CC(=C(C=C1)F)O 2-fluoro-6-[(4-fluoro-3-hydroxybenzyl)amino]-9-(oxetan-2-yl)-9H-purine